1-[[2-(difluoro-methoxy)pyridin-4-yl]methyl]-3-(2,6-dimethyl-cyclohexyl)urea FC(OC1=NC=CC(=C1)CNC(=O)NC1C(CCCC1C)C)F